ClC=1C(=C2C(=NC1)NC(=N2)C2=CC=C(C=C2)N2CC(N(CC2)CC=2SC=CN2)C)NC2CCN(CC2)CC 6-Chloro-N-(1-ethylpiperidin-4-yl)-2-{4-[3-methyl-4-(1,3-thiazol-2-ylmethyl)piperazin-1-yl]phenyl}-3H-imidazo[4,5-b]pyridin-7-amine